ClC=1N=C(C2=C(N1)N(C=C2)[C@H]2[C@@H]([C@@H]([C@H](O2)COCP(O)(O)=O)O)O)NC2CCCC2 [(2R,3S,4R,5R)-5-[2-chloro-4-(cyclopentyl-amino)pyrrolo[2,3-d]-pyrimidin-7-yl]-3,4-dihydroxy-tetrahydro-furan-2-yl]methoxy-methylphosphonic acid